tert-butyl-N-[4-chloro-3-({1-[3-(trifluoromethoxy)phenyl]-1H-indazol-4-yl}carbamoyl)benzyl]carbamate C(C)(C)(C)OC(NCC1=CC(=C(C=C1)Cl)C(NC1=C2C=NN(C2=CC=C1)C1=CC(=CC=C1)OC(F)(F)F)=O)=O